NC=1OC=C(N1)C(=O)NC1=NC=2C(=C(C=CC2C=2N1CCN2)OCCCN2CCOCC2)OC 2-amino-N-[7-methoxy-8-(3-morpholin-4-ylpropoxy)-2,3-dihydroimidazo[1,2-c]quinazolin-5-yl]-1,3-oxazole-4-carboxamide